(S)-N-(5-(2-((1R,2R)-2-fluorocyclopropane-1-carboxamido)imidazo[1,2-b]pyridazine-6-yl)-2-methylphenyl)-3-phenylisooxazolidine-2-carboxamide F[C@H]1[C@H](C1)C(=O)NC=1N=C2N(N=C(C=C2)C=2C=CC(=C(C2)NC(=O)N2OCC[C@H]2C2=CC=CC=C2)C)C1